OC1=CC=C(C=C1)C(C=CC1=CC(=CC=C1)Br)=O 1-(4-hydroxyphenyl)-3-m-bromophenyl-2-propen-1-one